FC1=CC=C(C=C1)C=1N(NC(=CN1)C(=O)C1=C(CCCC1=O)O)C (4-fluorophenyl)-6-[(2-hydroxy-6-oxo-1-cyclohexen-1-yl)carbonyl]-2-methyl-1,2,4-triazine